BrC1=C(C=CC=C1)C1=NC(=NO1)C1=CC2=C(N(N=N2)CC(=O)O)C=C1 2-(5-(5-(2-bromophenyl)-1,2,4-oxadiazol-3-yl)-1H-benzo[d][1,2,3]triazol-1-yl)acetic acid